C(C1=CC=CC=C1)OC1CC(C1)N1N=CC=2C=NC(=CC21)Cl 1-(3-(benzyloxy)cyclobutyl)-6-chloro-1H-pyrazolo[4,3-c]pyridine